6,7,8,9-tetrahydro-5H-5,8-epiminocyclohepta[d]pyrimidine N1=CN=CC2=C1CC1CCC2N1